C1NCC12CC(C2)N2C=C(C(C1=CC(=C(C=C21)N2[C@H](CCC2)COC2=NC=CC=C2Cl)Cl)=O)C(=O)O 1-{2-Azaspiro[3.3]heptan-6-yl}-6-chloro-7-[(2R)-2-{[(3-chloropyridin-2-yl)oxy]methyl}pyrrolidin-1-yl]-4-oxo-1,4-dihydroquinoline-3-carboxylic acid